2-(4-Hydroxytetrahydro-2H-pyran-2-yl)acetic acid ethyl ester C(C)OC(CC1OCCC(C1)O)=O